ClC1=CC=C(C=C1)SC=1SC=C(N1)C1=C(NN=N1)C#N 5-[2-(4-chloro-phenylsulfanyl)-thiazol-4-yl]-3H-[1,2,3]triazole-4-carbonitrile